3-methyl-5-(N-(2-(pyridin-3-yl)ethyl)sulfamoyl)benzofuran-2-carboxylic acid CC1=C(OC2=C1C=C(C=C2)S(NCCC=2C=NC=CC2)(=O)=O)C(=O)O